(2S)-2-amino-4-[(4-chlorophenyl)carbamoyl]butanoic acid N[C@H](C(=O)O)CCC(NC1=CC=C(C=C1)Cl)=O